CC1(N(CCNC1)C(=O)OCC1=CC=CC=C1)C(=O)[O-] benzyl 2-methylpiperazine-1,2-dicarboxylate